N1=CN=C(C=C1)CNC(=O)[C@@H]1CN(CC[C@H]1NC(=O)C1=NOC(=C1)C1=C(C=C(C=C1)F)F)C1CCCCC1 (3R,4R)-1-cyclohexyl-4-{[5-(2,4-difluoro-phenyl)-isoxazole-3-carbonyl]-amino}-piperidine-3-carboxylic acid (pyrimidin-4-ylmethyl)-amide